C1(CCC1)C1=C(C=C(C(=O)N2CCC(CC2)(F)C2=CC=C(C#N)C=C2)C=C1)C1=CN=C(N1)CCOC 4-(1-(4-cyclobutyl-3-(2-(2-methoxyethyl)-1H-imidazol-5-yl)benzoyl)-4-fluoropiperidin-4-yl)benzonitrile